dicyclohexyl-(2'-methylbiphenyl-2-yl)phosphine C1(CCCCC1)P(C1=C(C=CC=C1)C1=C(C=CC=C1)C)C1CCCCC1